[Br-].C(CCCCCCCCCCCCCCCCCCC)[N+](CCO)(CCO)CCO cosyl-tris(hydroxyethyl)ammonium bromide